FC1=C(C=C(C(=C1)F)C1=NC=NC2=CC(=CC=C12)N1CCOCC1)C(O)C1=NC=CN=C1C [2,4-Difluoro-5-(7-morpholin-4-yl-quinazolin-4-yl)-phenyl]-(3-methyl-pyrazin-2-yl)methanol